(9-((2R,3R,4S,5R)-5-((bis(4-methoxyphenyl)(phenyl)methoxy)-methyl)-3-((tert-butyldimethylsilyl)oxy)-4-hydroxytetrahydrothien-2-yl)-6-oxo-6,9-dihydro-1H-purin-2-yl)isobutyramide COC1=CC=C(C=C1)C(OC[C@@H]1[C@H]([C@H]([C@@H](S1)N1C=2N=C(NC(C2N=C1)=O)C(C(=O)N)(C)C)O[Si](C)(C)C(C)(C)C)O)(C1=CC=CC=C1)C1=CC=C(C=C1)OC